naphtho[2,1-b]benzofuran-11-ylboric acid C1=CC=CC=2C=CC=3OC4=C(C3C12)C(=CC=C4)OB(O)O